Cl.COC1=CC=C(CN(C(=NC#N)NC=2C=C3C=CN=CC3=CC2)CCN)C=C1 1-(4-methoxybenzyl)-1-(2-aminoethyl)-2-cyano-3-(isoquinolin-6-yl)guanidine hydrochloride